trans-4-((3-(2-Cyclopropylthiazol-5-yl)phenyl)((trans-4-(6-(dimethylamino)pyridin-3-yl)cyclohexyl)methyl)carbamoyl)-cyclohexanecarboxylic acid C1(CC1)C=1SC(=CN1)C=1C=C(C=CC1)N(C(=O)[C@@H]1CC[C@H](CC1)C(=O)O)C[C@@H]1CC[C@H](CC1)C=1C=NC(=CC1)N(C)C